N-(3,3-difluorocyclopentyl)-2-methoxy-5-nitropyrimidine-4-amine FC1(CC(CC1)NC1=NC(=NC=C1[N+](=O)[O-])OC)F